CC=1C=C(C=CC1C)C=1C=C2C=CN(C(C2=CC1)=O)C1CS(C=C1)(=O)=O 6-(3,4-dimethylphenyl)-2-(1,1-dioxido-2,3-dihydrothiophen-3-yl)isoquinolin-1(2H)-one